C(C)OC1=C(C2=CC=CC=C2C=2C=CC=CC12)C(=O)C1=CC=CC=C1 (10-Ethoxyphenanthren-9-yl)(phenyl)methanone